C(C)(C)(C)OC(=O)N1CC(=CC1)C1=CN=C(C=C1C(=O)OC)Cl methyl 5-(1-(tert-butoxycarbonyl)-2,5-dihydro-1H-pyrrol-3-yl)-2-chloroisonicotinate